(8-methylene-1,8-dihydrodibenzo[e,h]azulen-1-yl)-N-(1,1-dimethylethyl)dimethylsilanamide titanium (IV) [Ti+4].C=C1C2=C(C=3C(C=CC3C3=C1C=CC=C3)C[Si](=O)N(C(C)(C)C)C)C=CC=C2